3'-(9H-carbazol-9-yl)-2,5-bis(3-phenyl-9H-carbazol-9-yl)-[1,1'-biphenyl] C1=CC=CC=2C3=CC=CC=C3N(C12)C=1C=C(C=CC1)C1=C(C=CC(=C1)N1C2=CC=CC=C2C=2C=C(C=CC12)C1=CC=CC=C1)N1C2=CC=CC=C2C=2C=C(C=CC12)C1=CC=CC=C1